N-(6-(4,4-Difluoropiperidin-1-yl)-4-methylpyridin-2-yl)-4-(N-(2-hydroxyethyl)sulfamoyl)-2-(6-azaspiro[2.5]octan-6-yl)benzamide FC1(CCN(CC1)C1=CC(=CC(=N1)NC(C1=C(C=C(C=C1)S(NCCO)(=O)=O)N1CCC2(CC2)CC1)=O)C)F